NN1C=NC(=C2N3C(N=C12)N(C(N3C)=O)CCN3CCN(CC3)S(=O)(=O)N(C)C)C=3OC=CC3 4-[2-[5-Amino-8-(2-furyl)-1-methyl-2-oxo-[1,2,4]triazolo[5,1-f]purin-3-yl]ethyl]-N,N-dimethyl-piperazine-1-sulfonamide